isopropyl-5-(5-(2-methoxyethyl)-4H-1,2,4-triazol-3-yl)-2-methylbenzoic acid C(C)(C)C=1C(=C(C(=O)O)C=C(C1)C1=NN=C(N1)CCOC)C